NC(=O)C1=CC=CC2=CN(N=C12)C1=CC=C(C=C1)[C@H]1CNCCC1 (3S)-3-[4-{7-(aminocarbonyl)-2H-indazol-2-yl}phenyl]piperidine